p-dimethylaminobenzylidene(CINNAMYLIDENE)indanone dimethyl-(1-Diazo-2-oxopropyl)phosphonate COP(OC)(=O)C(C(C)=O)=[N+]=[N-].CN(C1=CC=C(C=C2C(C(C3=CC=CC=C23)=O)=CC=CC2=CC=CC=C2)C=C1)C